3-(2-methoxypyridin-3-yl)pyrrolidine-1-carboxylic acid tert-butyl ester C(C)(C)(C)OC(=O)N1CC(CC1)C=1C(=NC=CC1)OC